CN(C(CCO)=O)C N,N-dimethyl-3-hydroxy-propionamide